2-fluoro-5-((2-(6-(2,2,2-trifluoroethyl)quinazolin-4-yl)-2,7-diazaspiro[3.5]nonan-7-yl)methyl)benzonitrile FC1=C(C#N)C=C(C=C1)CN1CCC2(CN(C2)C2=NC=NC3=CC=C(C=C23)CC(F)(F)F)CC1